lauroyl-L-arginine ethyl ester C(C)OC([C@@H](NC(CCCCCCCCCCC)=O)CCCNC(N)=N)=O